NC=1C(=C(C=C2C=C(N=CC12)NC1=NN2CC(N(CCC2=C1)C)=O)C(=O)N(C=1NC(C=CC1)=O)C)F 8-amino-7-fluoro-N-methyl-3-((6-methyl-7-oxo-5,6,7,8-tetrahydro-4H-pyrazolo[1,5-d][1,4]diazepin-2-yl)amino)-N-(6-oxo-1,6-dihydropyridin-2-yl)isoquinoline-6-carboxamide